C([C@H](COP(=O)(O)OC1[C@@H]([C@H](C([C@H]([C@H]1O)O)O)O)O)O)O The molecule is a myo-inositol monophosphate derivative that is 1D-myo-inositol substituted at position 1 by an sn-glycero-3-phospho group. It has a role as an Escherichia coli metabolite. It is a member of sn-glycerol 3-phosphates and a myo-inositol monophosphate derivative. It is a conjugate acid of a 1-(sn-glycero-3-O-phosphonato)-1D-myo-inositol.